COC1N=C(N)N=C2N=CNC=12 methylguanine